COC=1N=C2C(=CC=NC2=CC1OCCOC)OC1=CC=C(N)C=C1 4-((6-methoxy-7-(2-methoxyethoxy)-1,5-naphthyridin-4-yl)oxy)aniline